C(C)OC(C1=C(C(=NC=C1Br)SC)C(OC)OC)=O 5-bromo-3-(dimethoxymethyl)-2-(methylsulfanyl)isonicotinic acid ethyl ester